1-(4-(4,4-dimethylpiperidin-1-yl)phenyl)-5,7-difluoro-6-hydroxyindolin-2-one CC1(CCN(CC1)C1=CC=C(C=C1)N1C(CC2=CC(=C(C(=C12)F)O)F)=O)C